4-[[(5R)-3-(3,5-difluorophenyl)-5-methyl-4H-isoxazol-5-carbonyl]amino]-cyclopent-2-ene FC=1C=C(C=C(C1)F)C1=NO[C@](C1)(C(=O)NC1C=CCC1)C